O1N=CC=C1[C@H]1CN(C(C=2N(C1)N=C1C2CN([C@@H](C1)C)C(=O)OC(C)(C)C)=O)C |o1:5| (3R,8S*)-tert-butyl 8-(isoxazol-5-yl)-3,10-dimethyl-11-oxo-3,4,8,9,10,11-hexahydro-1H-pyrido[4',3':3,4]-pyrazolo[1,5-a][1,4]diazepine-2(7H)-carboxylate